1-((5-(5-(difluoromethyl)-1,3,4-oxadiazol-2-yl)thiazol-2-yl)methyl)-3-methyl-3,4-dihydro-1,7-naphthyridin-2(1H)-one FC(C1=NN=C(O1)C1=CN=C(S1)CN1C(C(CC2=CC=NC=C12)C)=O)F